C(C1=CC=CC=C1)OC1=C(C=CC(=C1)C1=NN=NN1C)C(C)=O 1-(2-(benzyloxy)-4-(1-methyl-1H-tetrazol-5-yl)phenyl)ethan-1-one